6-(4-CYCLOPROPYL-1H-PYRAZOL-1-YL)-N-(6-METHOXY-1-METHYL-1H-PYRAZOLO[4,3-C]PYRIDIN-7-YL)PYRIDINE-3-SULFONAMIDE C1(CC1)C=1C=NN(C1)C1=CC=C(C=N1)S(=O)(=O)NC=1C2=C(C=NC1OC)C=NN2C